C(C)(C)(C)OC(=O)N1C2(CC2)C(N(CC1O)C(=O)OC(C)(C)C)O 5,8-dihydroxy-4,7-diazaspiro[2.5]octane-4,7-dicarboxylic acid di-tert-butyl ester